(S)-N2'-[1-(4-fluorophenyl)ethyl]-N6'-(pyrazin-2-yl)-3,4'-bipyridine-2',6'-diamine FC1=CC=C(C=C1)[C@H](C)NC1=NC(=CC(=C1)C=1C=NC=CC1)NC1=NC=CN=C1